C(=CC)N1N(C2=C(N=NC(=C2)NC2=NC=C(C=C2)N2CCN(CC2)C)C1=O)C1=CC=C2C(=N1)[C@@](CC2)(O)CC (R)-2-propenyl-1-(7-ethyl-7-hydroxy-6,7-dihydro-5H-cyclopenta[b]pyridin-2-yl)-6-((5-(4-methylpiperazin-1-yl)pyridin-2-yl)amino)-1,2-dihydro-3H-pyrazolo[4,3-c]pyridazin-3-one